1-(2,2-dimethyl-3-vinyl-2H-chromen-7-yl)azetidine CC1(OC2=CC(=CC=C2C=C1C=C)N1CCC1)C